FC=1C=C(C=C2C(=NN(C12)C1OCCCC1)C=C)C1=C(N(N=C1COC)C)O 4-(7-fluoro-1-tetrahydropyran-2-yl-3-vinyl-indazol-5-yl)-5-(methoxymethyl)-2-methyl-pyrazol-3-ol